N(C(=N)N)CCC(=O)O β-Guanidinopropionic acid